3-(5-(1,3,4-oxadiazol-2-yl)pyridin-3-yl)phenyl 2-oxa-6-azaspiro[3.3]heptane-6-carboxylate C1OCC12CN(C2)C(=O)OC2=CC(=CC=C2)C=2C=NC=C(C2)C=2OC=NN2